3-(5-((8-((4'-chloro-5,5-dimethyl-3,4,5,6-tetrahydro-[1,1'-biphenyl]-2-yl)methyl-methyl)-3,8-diazabicyclo[3.2.1]octane-3-yl)methyl)-6-fluoro-1-oxoisoindolin-2-yl)piperidine ClC1=CC=C(C=C1)C1=C(CCC(C1)(C)C)CCN1C2CN(CC1CC2)CC=2C=C1CN(C(C1=CC2F)=O)C2CNCCC2